3-methylpentan-3-ol CC(CC)(CC)O